C(C)(C)(C)OC(=O)N1C2CCC(CC1C2)C=2C=C1C(=C(NC1=CC2)C2=CC(=C(C=C2)OC)OC)C(C)C 3-(2-(3,4-Dimethoxyphenyl)-3-isopropyl-1H-indol-5-yl)-7-azabicyclo[4.1.1]octane-7-carboxylic acid tert-butyl ester